2-(1-(2-(2-((3R,4R)-3-amino-4-fluoropiperidin-1-yl)-5,6-difluoro-1H-benzo[d]imidazol-1-yl)acetyl)piperidin-4-yl)-2-methylpropanenitrile N[C@@H]1CN(CC[C@H]1F)C1=NC2=C(N1CC(=O)N1CCC(CC1)C(C#N)(C)C)C=C(C(=C2)F)F